CN1N=C2N(C(=C(C=C2)B2OC(C(O2)(C)C)(C)C)C)C1=O 2,5-dimethyl-6-(4,4,5,5-tetramethyl-1,3,2-dioxaborolan-2-yl)-[1,2,4]triazolo[4,3-a]pyridin-3(2H)-one